3,5-bis(1,1-dimethyl-ethyl)-4-hydroxyl-styreneacrylamide CC(C)(C)C=1C=C(C=CC=CC(=O)N)C=C(C1O)C(C)(C)C